3,3-dimethyl-2-isopropenyl-4-pentene-1-aldehyde CC(C(C=O)C(=C)C)(C=C)C